1-(4-bromo-2-fluorobenzyl)-3-methylazetidin-3-yl acetate C(C)(=O)OC1(CN(C1)CC1=C(C=C(C=C1)Br)F)C